C(CCCCCCC)C(CCCCCCCC)OC(CCCC(=O)O)=O 5-(1-octylnonoxy)-5-oxo-pentanoic acid